CN(CCC=1C(=C(C=C(C1NC1=NC=CC(=N1)C1=CN(C2=CC=CC=C12)C1COC1)OC)NC)[N+](=O)[O-])C (2-(dimethylamino)ethyl)-5-methoxy-N1-methyl-2-nitro-N4-(4-(1-(oxetan-3-yl)-1H-indol-3-yl)pyrimidin-2-yl)benzene-1,4-diamine